C(C(=C)C)(=O)OC1=CC=C(C=C1)C(C)(C)C1=CC=C(C=C1)OC(C(=C)C)=O bis[4-methacryloyloxyphenyl]propane